(5R)-5-ethyl-3-[2-({4-methyl-3-[(trifluoromethyl)oxy]phenyl}oxy)-5-pyrimidinyl]-2,4-imidazolidinedione C(C)[C@@H]1C(N(C(N1)=O)C=1C=NC(=NC1)OC1=CC(=C(C=C1)C)OC(F)(F)F)=O